C(CCC)C(CCCN(CCN(CCOC(OC(CCCCC)CCCCCC)=O)C(C)C)CC)CCCCCC 2-butyloctyl-3-ethyl-12-hexyl-6-isopropyl-10-oxo-9,11-dioxa-3,6-diazaheptadecane